N1=CC=C2N1CCCC2=O 6,7-dihydropyrazolo[1,5-a]Pyridin-4(5H)-one